CC1=CC=CC(=N1)C1=NC=CC(=N1)NC1=NC(=NC=C1)N N4-(2-(6-methylpyridin-2-yl)pyrimidin-4-yl)pyrimidine-2,4-diamine